CCCCCCCCOC(=O)C1=C(C(=C(C=C1)N)C)C octyl dimethyl-p-aminobenzoate